2,3,5,6-tetrafluoro-4-(methylcarbamoyl)benzenesulfonyl chloride FC1=C(C(=C(C(=C1F)C(NC)=O)F)F)S(=O)(=O)Cl